C(C)NC1=C(C=CC(=C1)OC)C1CC=2C=CC(=CC2CC1)O 6-(2-(ethylamino)-4-methoxyphenyl)-5,6,7,8-tetrahydronaphthalene-2-ol